N(=[N+]=[N-])CCOC(=O)NCCCC[C@H](NC(=O)OC(C)(C)C)C(=O)OC(C)(C)C tert-butyl N6-((2-azidoethoxy)carbonyl)-N2-(tert-butoxycarbonyl)-L-lysinate